CC1(OCC(CO1)N[C@@H]1[C@H](CCCC1)CC=1C=C2CN(C(C2=CC1)=O)C1C(NC(CC1)=O)=O)C 3-(5-(((1R,2S)-2-((2,2-dimethyl-1,3-dioxan-5-yl)amino)cyclohexyl)methyl)-1-oxoisoindolin-2-yl)piperidine-2,6-dione